S(=O)(=O)(O)O.NC(C)CC1=CC=CC=C1 amphetamine sulfate salt